Cl.N[C@H]1COC2=C(N(C1=O)CC)C=CC=C2 (3S)-3-amino-5-ethyl-2,3,4,5-tetrahydro-1,5-benzoxazepin-4-one hydrochloride